6-bromo-7-methoxy-3,4-dihydroisoquinoline-2(1H)-carboxylic acid tert-butyl ester C(C)(C)(C)OC(=O)N1CC2=CC(=C(C=C2CC1)Br)OC